aminodithiophosphane NSSP